1,4-bis-(4-aminophenoxy)benzene DiethylaminoHydroxybenzoyl-Hexyl-Benzoate C(C)N(CC)C=1C(=C(C(=C(C(=O)O)C1)CCCCCC)C(C1=CC=CC=C1)=O)O.NC1=CC=C(OC2=CC=C(C=C2)OC2=CC=C(C=C2)N)C=C1